(R)-N-(1-(3-((5-((trimethylsilyl)ethynyl)pyrimidin-2-yl)amino)pyrrolidin-1-yl)isoquinolin-6-yl)acrylamide C[Si](C)(C)C#CC=1C=NC(=NC1)N[C@H]1CN(CC1)C1=NC=CC2=CC(=CC=C12)NC(C=C)=O